3-carbamimidamido-octanoic acid N(C(=N)N)C(CC(=O)O)CCCCC